(E)-4-((4-((fluorosulfonyl)oxy)phenyl)diazenyl)benzoic acid FS(=O)(=O)OC1=CC=C(C=C1)/N=N/C1=CC=C(C(=O)O)C=C1